lithium tetrahydroxybenzoate OC=1C(=C(C(=C(C(=O)[O-])C1)O)O)O.[Li+]